2,3-dihydro-1H-inden-2-ol C1C(CC2=CC=CC=C12)O